3,3-difluoroindolin-2-one FC1(C(NC2=CC=CC=C12)=O)F